Methyl-{[1-(4-bromo-2-fluorophenyl)-5-(4-chloro-2-fluorophenyl)-1H-1,2,4-triazol-3-yl]oxy}acetat COC(COC1=NN(C(=N1)C1=C(C=C(C=C1)Cl)F)C1=C(C=C(C=C1)Br)F)=O